4-(Hydroxymethyl)benzonitrile OCC1=CC=C(C#N)C=C1